ClC1=CC(=NC=C1)C(C(F)(F)F)O 1-(4-chloropyridin-2-yl)-2,2,2-trifluoroethan-1-ol